(Z)-methyl 3-(((4-((3-(dimethylamino)-3-oxopropyl)(methyl)amino)phenyl)amino)(phenyl)methylene)-2-oxo-2,3-dihydro-1H-pyrrolo[3,2-c]pyridine-6-carboxylate CN(C(CCN(C1=CC=C(C=C1)N\C(=C\1/C(NC2=C1C=NC(=C2)C(=O)OC)=O)\C2=CC=CC=C2)C)=O)C